CSC1OCC1C(N)=N (methylsulfanyl)oxetane-3-carboximidamide